(R)-2,2-difluorocyclopropanecarboxylic acid FC1([C@H](C1)C(=O)O)F